C1(CC1)C1=CC(=NN1)NC(C(C)C=1C=C(C=CC1)C=1C=CC(=NC1)NC(\C=C\CN1C[C@@H](CC1)F)=O)=O (E)-N-(5-(3-(1-((5-cyclopropyl-1H-pyrazol-3-yl)amino)-1-oxopropan-2-yl)phenyl)pyridin-2-yl)-4-((R)-3-fluoropyrrolidin-1-yl)but-2-enamide